bis[2-(sulfosuccinimidooxycarbonyloxy)ethyl]sulfone S(=O)(=O)(O)C1C(=O)N(C(C1)=O)OC(=O)OCCS(=O)(=O)CCOC(=O)ON1C(C(CC1=O)S(=O)(=O)O)=O